M-[2-(2-pyridinyl)ethyl]-4H-1,3-thiazine-2-amine N1=C(C=CC=C1)CCN1C(SC=CC1)N